C1(CC1)[C@@H](C)NC(=O)C1=CN=C(O1)C1=CC(=CC=C1)C1=NC(=NN1)C(N[C@H](C)C1CC1)=O N-((R)-1-cyclopropylethyl)-2-(3-(3-(((R)-1-cyclopropylethyl)carbamoyl)-1H-1,2,4-triazol-5-yl)phenyl)oxazole-5-carboxamide